3-((2,3-dichlorophenyl)thio)-6-(piperazin-1-yl)pyrazin-2-amine ClC1=C(C=CC=C1Cl)SC=1C(=NC(=CN1)N1CCNCC1)N